ON1C(C=C(C=C1CC(CC(C)(C)C)C)C)=O 1-hydroxy-4-methyl-6-(2,4,4-trimethyl-pentyl)-2-pyridone